C(#N)C(CCC(=O)O)(C)SC(=O)SCCCCCCCCCCCC 4-cyano-4-(dodecyl-thio-carbonyl)sulfanyl-pentanoic acid